N-((1R,3S,5s,7s)-2-(5-(3-cyano-6-ethoxypyrazolo[1,5-a]pyridin-4-yl)pyridin-2-yl)-2-azaadamantan-5-yl)-6-methoxynicotinamide C(#N)C=1C=NN2C1C(=CC(=C2)OCC)C=2C=CC(=NC2)N2[C@@H]1CC3CC(C[C@@H]2C3)(C1)NC(C1=CN=C(C=C1)OC)=O